meta-aminotrifluorotoluene NC=1C=C(C(F)(F)F)C=CC1